5-amino-2-[5-fluoro-2-[[(3S,4R)-3-hydroxytetrahydropyran-4-yl]amino]-3-pyridinyl]-6-(5-methyl-1-tetrahydropyran-2-yl-indazol-4-yl)pyrimidine-4-carboxylic acid ethyl ester C(C)OC(=O)C1=NC(=NC(=C1N)C1=C2C=NN(C2=CC=C1C)C1OCCCC1)C=1C(=NC=C(C1)F)N[C@H]1[C@@H](COCC1)O